5-fluoro-4-(4-fluoro-1-isopropyl-2-methyl-1H-benzo[d]imidazol-6-yl)-N-(5-(piperidin-4-ylmethyl)pyridin-2-yl)pyrimidin-2-amine FC=1C(=NC(=NC1)NC1=NC=C(C=C1)CC1CCNCC1)C=1C=C(C2=C(N(C(=N2)C)C(C)C)C1)F